P(=O)(OCC1=CC=CC=C1)(OCC1=CC=CC=C1)OC[C@H]1OC([C@H]([C@H]([C@@H]1OCC1=CC=CC=C1)OCC1=CC=CC=C1)OCC1=CC=CC=C1)OCCOCCOCCNC(C1=CC=C(C=C1)NC1=C(C(C1=O)=O)OCC)=O dibenzyl (((2R,3R,4S,5S)-3,4,5-tris(benzyloxy)-6-(2-(2-(2-(4-((2-ethoxy-3,4-dioxocyclobut-1-en-1-yl)amino)benzamido)ethoxy)ethoxy)ethoxy)tetrahydro-2H-pyran-2-yl)methyl) phosphate